O1C2=C(OCC1)C(=CC=C2)C2=CC=C(C(=N2)OC)NC2=CC=C(CN(CCN)C)C=C2 N1-(4-((6-(2,3-dihydrobenzo[b][1,4]dioxin-5-yl)-2-methoxypyridin-3-yl)amino)-benzyl)-N1-methylethane-1,2-diamine